iso-Butylat CC(C)C[O-]